C1(=CC=CC=C1)C1=CC=CC(=N1)C1=C(C(=C(C#N)C(=C1N1C2=C(C=3C=CC=CC13)N=CC=C2)N2C1=C(C=3C=CC=CC23)N=CC=C1)N1C2=C(C=3C=CC=CC13)N=CC=C2)N2C1=C(C=3C=CC=CC23)N=CC=C1 4-(6-phenylpyridin-2-yl)-2,3,5,6-tetrakis(5H-pyrido[3,2-b]indol-5-yl)benzonitrile